1,3-diethoxy-propane C(C)OCCCOCC